C(#N)C1=CC=C(C=C1)C1=NNC(=C1)C1CN(CC1)C#N 3-(3-(4-cyanophenyl)-1H-pyrazol-5-yl)pyrrolidine-1-carbonitrile